Dicyclohexyl-(4-trifluoromethoxyphenyl)phosphine C1(CCCCC1)P(C1=CC=C(C=C1)OC(F)(F)F)C1CCCCC1